5-(6-methyl-5-(2-vinylcyclopropyl)pyridazin-3-yl)pyrimidine-2,4(1H,3H)-dione CC1=C(C=C(N=N1)C=1C(NC(NC1)=O)=O)C1C(C1)C=C